Tetraethylene glycol di-methyl ether COCCOCCOCCOCCOC